C1=C(C=CC2=CC=CC=C12)C1=NN(C=C1/C=C/C(=O)N[C@H](CC1=CNC2=CC=CC=C12)C(=O)O)C1=CC=CC=C1 (E)-(3-(3-(naphthalen-2-yl)-1-phenyl-1H-pyrazol-4-yl)acryloyl)-D-tryptophan